3-chloro-6-((3R,5S)-3,5-dimethylpiperazin-1-yl)pyrazin-2-amine ClC=1C(=NC(=CN1)N1C[C@H](N[C@H](C1)C)C)N